N-(6-(((6-cyclopropylimidazo[1,2-a]pyridin-2-yl)methyl)amino)pyrimidin-4-yl)-2-(5-methoxy-2-oxobenzo[d]oxazol-3(2H)yl)acetamide C1(CC1)C=1C=CC=2N(C1)C=C(N2)CNC2=CC(=NC=N2)NC(CN2C(OC1=C2C=C(C=C1)OC)=O)=O